(1r,5s,6s)-N-[6-(2-fluorophenyl)pyridazin-3-yl]-3-(tetrahydropyran-4-ylmethyl)-3-azabicyclo[3.1.0]hexane-6-amine FC1=C(C=CC=C1)C1=CC=C(N=N1)NC1[C@@H]2CN(C[C@H]12)CC1CCOCC1